CC1N=NC=N1 3-methyl-3H-1,2,4-triazole